5-fluoro-1'-{6-[5-(pyridin-3-ylmethyl)-1,3,4-oxadiazol-2-yl]pyridazin-3-yl}-3,4-dihydrospiro[chromen-2,4'-piperidine] FC1=C2CCC3(CCN(CC3)C=3N=NC(=CC3)C=3OC(=NN3)CC=3C=NC=CC3)OC2=CC=C1